NC1=C(C(=NN1CC1(COC1)C)C1=CC=C(C=C1)CNC(C1=C(C=CC=C1)OC)=O)C(=O)N 5-amino-3-[4-[[(2-methoxybenzoyl)amino]methyl]phenyl]-1-[(3-methyloxetan-3-yl)methyl]pyrazole-4-carboxamide